5-{3-fluoro-4-[4-({[5-(trifluoromethyl)pyridin-3-yl]methyl}carbamoyl)-1H-1,2,3-triazol-1-yl]butyl}-N-{[5-(trifluoromethyl)pyridin-2-yl]methyl}-1,3,4-thiadiazole-2-carboxamide FC(CCC1=NN=C(S1)C(=O)NCC1=NC=C(C=C1)C(F)(F)F)CN1N=NC(=C1)C(NCC=1C=NC=C(C1)C(F)(F)F)=O